8-Methyl-2-[5-(4-propan-2-yloxyphenyl)-2H-1,2,3-triazol-4-yl]-2,3-dihydro-1H-quinazolin-4-one CC=1C=CC=C2C(NC(NC12)C1=NNN=C1C1=CC=C(C=C1)OC(C)C)=O